CC1=C(C(=CC(=C1)C)C)N1C(N(C=C1)C1=C(C=C(C=C1C)C)C)=[Pd-2] [1,3-bis(2,4,6-trimethylphenyl)imidazol-2-ylidene]palladium (0)